(S)-N-(1-isopropylpyrrolidin-3-yl)-4-(pyridin-2-yl)-3,4-dihydroquinoxaline C(C)(C)N1C[C@H](CC1)N1CCN(C2=CC=CC=C12)C1=NC=CC=C1